N2-tert-butyl-N8-(3,4-dichlorophenyl)-9-(pyrrolidin-3-yl)-9H-purine-2,8-diamine C(C)(C)(C)NC1=NC=C2N=C(N(C2=N1)C1CNCC1)NC1=CC(=C(C=C1)Cl)Cl